N,N-dimethyl-adenosine CN(C=1C=2N=CN([C@H]3[C@H](O)[C@H](O)[C@@H](CO)O3)C2N=CN1)C